4,4'-Thiobis-(6-tert-butyl-3-methylphenol) S(C1=C(C=C(C(=C1)C(C)(C)C)O)C)C1=C(C=C(C(=C1)C(C)(C)C)O)C